C(C)OC1=CC=C(C=C1)C=1NC(=NN1)SCC(=O)C1=CC=CC=C1 2-((5-(4-ethoxyphenyl)-4H-1,2,4-triazol-3-yl)thio)-1-phenylethan-1-one